C(C)OC(=O)C=1N=C(SC1C=1C=NC=C(C1)Cl)C 5-(5-chloropyridin-3-yl)-2-methyl-1,3-thiazole-4-carboxylic acid ethyl ester